C(C)SC1=NC(=CC(=C1C(=O)NCC1=CC=C(C=C1)SC(F)(F)F)C)N1CCOCC1 2-Ethylsulfanyl-4-methyl-6-morpholin-4-yl-N-[[4-(trifluoromethylsulfanyl)-phenyl]-methyl]pyridine-3-carboxylic acid amide